tert-butyl (3R)-3-[[2-fluoro-4-(5-methyl-1,3,4-thiadiazol-2-yl)benzoyl]-[8-methyl-6-(2-methylthiazol-5-yl)-1-isoquinolyl]amino]piperidine-1-carboxylate FC1=C(C(=O)N([C@H]2CN(CCC2)C(=O)OC(C)(C)C)C2=NC=CC3=CC(=CC(=C23)C)C2=CN=C(S2)C)C=CC(=C1)C=1SC(=NN1)C